2-{3-[2-amino-6-(3-methoxyphenyl)-7H-pyrrolo[2,3-d]pyrimidin-4-yl]-2-(hydroxymethyl)phenyl}-6-cyclopropyl-8-fluoroisoquinolin-1(2H)-one NC=1N=C(C2=C(N1)NC(=C2)C2=CC(=CC=C2)OC)C=2C(=C(C=CC2)N2C(C1=C(C=C(C=C1C=C2)C2CC2)F)=O)CO